tert-butyl 4-(6-bromopyridin-2-yl)-3-oxopiperazine-1-carboxylate BrC1=CC=CC(=N1)N1C(CN(CC1)C(=O)OC(C)(C)C)=O